CC1=CC=C(C=C1)C1=NOC(=N1)C1=CC=C(C=C1)NC(=O)C1CNC(C1)=O N-{4-[3-(4-methylphenyl)-1,2,4-oxadiazole-5-yl]Phenyl}-5-oxopyrrolidine-3-carboxamide